4-amino-N-((3S)-2,3-dihydro-1-benzofuran-3-yl)-N,1-dimethyl-1H-pyrazolo[4,3-c]quinoline-8-carboxamide NC1=NC=2C=CC(=CC2C2=C1C=NN2C)C(=O)N(C)[C@@H]2COC1=C2C=CC=C1